3-(imidazo[1,2-b]pyridazin-3-ylethynyl)-2-methyl-N-(3-((4-methylpiperazin-1-yl)methyl)-5-(trifluoromethyl)phenyl)benzamide N=1C=C(N2N=CC=CC21)C#CC=2C(=C(C(=O)NC1=CC(=CC(=C1)C(F)(F)F)CN1CCN(CC1)C)C=CC2)C